Cl.Cl.CS(=O)(=O)CCN1CCNCC1 1-(2-methanesulfonyl-ethyl)piperazine dihydrochloride